N'-(2,2,2-trifluoro-1,1-dimethyl-ethyl)benzoic hydrazide FC(C(C)(C)NNC(C1=CC=CC=C1)=O)(F)F